C(=O)(O)/C=C/C(=O)[O-].COC=1C=C2C(=CNC2=CC1)CC[NH3+] 2-(5-methoxy-1H-indol-3-yl)ethan-1-aminium (2E)-3-carboxyprop-2-enoate